[Sn+4].CS(=O)(=O)[O-].CS(=O)(=O)[O-].CS(=O)(=O)[O-].CS(=O)(=O)[O-] methyl-sulfonate tin